sodium digalacturonate O=C[C@H](O)[C@@H](O)[C@@H](O)[C@H](O)C(=O)[O-].O=C[C@H](O)[C@@H](O)[C@@H](O)[C@H](O)C(=O)[O-].[Na+].[Na+]